3,4-difluoro-5-(2-fluoro-3-((2,3,4-trimethoxybenzyl)amino)benzyl)-2-((2-Fluoro-4-iodophenyl)amino)benzoic acid methyl ester COC(C1=C(C(=C(C(=C1)CC1=C(C(=CC=C1)NCC1=C(C(=C(C=C1)OC)OC)OC)F)F)F)NC1=C(C=C(C=C1)I)F)=O